1,5-diazabicyclo[4.3.0]non-ene N12C=CCNC2CCC1